3-((R)-((2R,3S,4R,5R)-3,4-dihydroxy-5-(4-methyl-7H-pyrrolo[2,3-d]pyrimidin-7-yl)tetrahydrofuran-2-yl)(hydroxy)methyl)bicyclo[4.2.0]octa-1(6),2,4-trien-7-one O[C@@H]1[C@H](O[C@H]([C@@H]1O)N1C=CC2=C1N=CN=C2C)[C@@H](C2=CC=1CC(C1C=C2)=O)O